ClC1=NC=C(C=N1)C(=O)NC1C(C(C1(C)C)OC1=CC(=C(C=C1)C#N)OC)(C)C 2-chloro-N-((1r,3r)-3-(4-cyano-3-methoxyphenoxy)-2,2,4,4-tetramethylcyclobutyl)pyrimidine-5-carboxamide